1-(5-{[(5-Chlorothiophen-2-yl)methyl]amino}-3-(4-methylpiperidin-4-yl)-1H-pyrazol-1-yl)-2,2-dimethylpropan-1-on ClC1=CC=C(S1)CNC1=CC(=NN1C(C(C)(C)C)=O)C1(CCNCC1)C